4-(pyridin-2-yl)formylaminophenylboronic acid N1=C(C=CC=C1)C(=O)NC1=CC=C(C=C1)B(O)O